CC1=NC=CC(=C1C1=CC2=C(N=C(S2)NC(=O)[C@H]2[C@H](C2)F)C=C1)C (1S,2S)-N-(6-(2,4-dimethylpyridin-3-yl)benzo[d]thiazol-2-yl)-2-fluorocyclopropane-1-carboxamide